CC1=CC(=NN1CC(=O)N1CCC(CC1)C1=CC(=NC=C1)C(=O)NC1CCCC2=CC=CC=C12)C(F)(F)F 4-[1-[2-[5-methyl-3-(trifluoro-methyl)pyrazol-1-yl]acetyl]-4-piperidyl]-N-tetralin-1-yl-pyridine-2-carboxamide